Cl.CC([C@H](N)C1=CC=CC=C1)C (S)-2-methyl-1-phenylpropan-1-amine hydrochloride